C(C1=CC=CC=C1)NC(C(=O)NC1CC(NC(C1)(C)C)(C)C)CCNCC(C)C1=CC(=C(C=C1)C1=CC=CC=C1)F 2-(benzylamino)-4-(2-(2-fluoro-[1,1'-biphenyl]-4-yl)propylamino)-N-(2,2,6,6-tetramethylpiperidin-4-yl)butanamide